[Cu].NC1=NC=C(C2=C1C=NN2C2OCCCC2)NC(=O)C(=O)N(CC2=CC=C(C=C2)S(F)(F)(F)(F)F)CC(C)C N-(4-amino-1-tetrahydropyran-2-yl-pyrazolo[4,3-c]pyridin-7-yl)-N'-isobutyl-N'-[[4-(pentafluoro-sulfanyl)phenyl]methyl]oxamide Copper